NC1=C2C(=NC=N1)N(N=C2C#CC2=CC1=C(N(C=N1)CC)C=C2F)[C@H]2C[C@@H](N(C2)C(C=C)=O)COC 1-[(2R,4S)-4-[4-Amino-3-[2-(1-ethyl-6-fluoro-1,3-benzodiazol-5-yl)ethynyl]pyrazolo[3,4-d]pyrimidin-1-yl]-2-(methoxymethyl)pyrrolidin-1-yl]prop-2-en-1-one